4,4'-(9H-carbazol-3,6-diyl)bis(N,N-diphenylamine) C1=CC(=CC=2C3=CC(=CC=C3NC12)C1=CC=C(C=C1)NC1=CC=CC=C1)C1=CC=C(C=C1)NC1=CC=CC=C1